C(C)(C)(C)N1N=C(C=C1[C@H]1C[C@H](CC1)N1C(C2=CC=CC=C2C1=O)=O)NC1=NC=CC=N1 cis-2-(3-(1-(tert-butyl)-3-(pyrimidin-2-ylamino)-1H-pyrazol-5-yl)cyclopentyl)isoindoline-1,3-dione